1-N-[3-(difluoromethyl)-1-[4-(hydroxymethyl)cyclohexyl]pyrazol-4-yl]-5-[(R,4R)-2-oxa-5-azabicyclo[2.2.1]heptan-5-yl]pyrazolo[1,5-a]pyrimidine-3-carboxamide FC(C1=NN(C=C1N1CC(=C2N1C=CC(=N2)N2[C@H]1CO[C@@H](C2)C1)C(=O)N)C1CCC(CC1)CO)F